O1CCC2=C1C=CC(=C2)C2=CC=C1C=NCN(C1=C2)C2=C(C=C1CCNCC1=C2)OC 7-(2,3-dihydro-1-benzofuran-5-yl)-N-(6-methoxy-1,2,3,4-tetrahydroisoquinolin-7-yl)quinazolin